C(C)OC(=O)C=1N=C2N(N1)C(CC2OCC2=CC=CC=C2)C(C)O.ClC=2C(=CC=C(C2)C2=CC=CC(=C2N)Cl)N 5,5'-dichloro-4,6'-diaminobiphenyl ethyl-7-benzyloxy-5-(1-hydroxyethyl)-6,7-dihydro-5H-pyrrolo[1,2-b][1,2,4]triazole-2-carboxylate